NC1=C(C(=C2C=C(C=NC2=N1)C(=O)OC)C)Br methyl 7-amino-6-bromo-5-methyl-1,8-naphthyridine-3-carboxylate